N.C1(=CC=CC=C1)O phenol ammonia salt